1-[(E)-2-nitrovinyl]-3,4-difluorobenzene [N+](=O)([O-])/C=C/C1=CC(=C(C=C1)F)F